ClC1=C(C=CC(=C1[N+](=O)[O-])OC1=CC(=CC=C1)Cl)C(F)(F)F 2-Chloro-4-(3-chlorophenoxy)-3-nitro-1-(trifluoromethyl)benzene